3-vinyl-1-(3-sulfopropyl)pyridinium C(=C)C=1C=[N+](C=CC1)CCCS(=O)(=O)O